OC1=C(C=C(C=C1)C=O)OC (4-hydroxy-3-methoxyphenyl)methanone